COC=1C=C(C(=O)N)C=CC1NCC#CC=1N(C2=CC=CC(=C2C1)NC1CCN(CC1)C1CCOCC1)CC(F)(F)F 3-methoxy-4-{[3-(4-{[1-(oxan-4-yl)piperidin-4-yl]amino}-1-(2,2,2-trifluoroethyl)-1H-indol-2-yl)prop-2-yn-1-yl]amino}benzamide